1,6-anhydro-β-D-mannose [C@H]12[C@@H](O)[C@@H](O)[C@H](O)[C@H](O1)CO2